C(CCCCCCC\C=C/C\C=C\C)OC(C)=O acetic acid (Z,E)-9,12-tetradecadien-1-yl ester